C(CCCCCCCCCCCCCCCCC)(=O)OCCCCCCCCCCCCCCCCCCCC icosyl stearate